(S)-1-((R)-2-((tert-butoxycarbonyl)amino)-2-phenylacetyl)azetidine-2-carboxylic acid methyl ester COC(=O)[C@H]1N(CC1)C([C@@H](C1=CC=CC=C1)NC(=O)OC(C)(C)C)=O